(5-(4-Methoxyphenyl)-1-propionyl-4,5-dihydro-1H-pyrazol-3-yl)isoquinolin-3(2H)-one COC1=CC=C(C=C1)C1CC(=NN1C(CC)=O)C=1NC(C=C2C=CC=CC12)=O